2,4-dichlorobenzamidocyclopropane ClC1=C(C(=O)NC2CC2)C=CC(=C1)Cl